C(CCCCCCCCCCCCCCCCCCC)N=C=O icosyl isocyanate